(S)-2-amino-4-((cyclopropylmethyl)(2-(2-methoxybenzamido)benzyl)amino)butanoic acid N[C@H](C(=O)O)CCN(CC1=C(C=CC=C1)NC(C1=C(C=CC=C1)OC)=O)CC1CC1